P(=O)(F)(F)F trifluorophosphate